CC(C)C1N2N=CC(C3=NNC=4C=CC(OCCCNC(OC1)=O)=CC34)=C2 6-(propan-2-yl)-8,14-dioxa-4,5,10,19,20-pentaazatetracyclo[13.5.2.12,5.018,21]tricosa-1(20),2(23),3,15(22),16,18(21)-hexaen-9-one